(S)-3-(4-fluorophenyl)-N-(7-(3-hydroxy-3-methylbut-1-yn-1-yl)-5-methyl-4-oxo-2,3,4,5-Tetrahydrobenzo[b][1,4]oxazepine-3-yl)imidazo[2,1-b]thiazole-6-carboxamide FC1=CC=C(C=C1)C=1N2C(SC1)=NC(=C2)C(=O)N[C@@H]2C(N(C1=C(OC2)C=CC(=C1)C#CC(C)(C)O)C)=O